ClC1=C2C(=NC=C1OC=1C=NN3C1C=NC=C3)N=C(N2C)NC=2C(N(C=C(C2)C(F)(F)F)CCCN2CCOCC2)=O 3-((7-chloro-1-methyl-6-(pyrazolo[1,5-a]pyrazin-3-yloxy)-1H-imidazo[4,5-b]pyridin-2-yl)amino)-1-(3-morpholinopropyl)-5-(trifluoromethyl)pyridin-2(1H)-one